C(#CCC)C1N=N1 3-butynyl-3H-diazirine